[Si](C)(C)(C(C)(C)C)OCC=1C=C(C=C(C1B1OCC(CO1)(C)C)F)NC1=NC=C(C(=N1)N[C@H]1[C@@H](CCCC1)C#N)Cl (trans)-2-((2-((3-(((tert-butyldimethylsilyl)oxy)methyl)-4-(5,5-dimethyl-1,3,2-dioxaborinan-2-yl)-5-fluorophenyl)amino)-5-chloropyrimidin-4-yl)amino)cyclohexane-1-carbonitrile